(R)-3-(((1-(5-(3-cyano-4-isopropoxyphenyl)-1,2,4-oxadiazol-3-yl)-1,2,3,4-tetrahydroquinolin-6-yl)methyl)amino)butanoic acid C(#N)C=1C=C(C=CC1OC(C)C)C1=NC(=NO1)N1CCCC2=CC(=CC=C12)CN[C@@H](CC(=O)O)C